Adamantan-1-carboxylic acid (5,6,7,8-tetrahydronaphthalen-2-yl)amide C1=C(C=CC=2CCCCC12)NC(=O)C12CC3CC(CC(C1)C3)C2